N(=[N+]=[N-])CCC1CC(C1)(O)C(C)C 3-(2-azidoethyl)-1-isopropylcyclobutan-1-ol